3-(ethylsulfamoyl)-4-[2-[4-(oxetan-3-yloxy-carbonylamino)-cyclohexyl]Thiazol-5-yl]Benzoic acid C(C)NS(=O)(=O)C=1C=C(C(=O)O)C=CC1C1=CN=C(S1)C1CCC(CC1)NC(=O)OC1COC1